OC1=CC=C(C(=O)O)C=C1.C1(CC1)CC(N1CCN(CC1)C(C=C)=O)C1=CC=C(C=C1)[C@H](C)NC=1N=CC2=C(N(C(OC2)=O)CC)N1 7-[[(1S)-1-[4-[2-cyclopropyl-1-(4-prop-2-enoylpiperazin-1-yl)ethyl]phenyl]ethyl]amino]-1-ethyl-4H-pyrimido[4,5-d][1,3]oxazin-2-one 4-hydroxybenzoate